N[C@H](C(=O)NC1=CC=C(C=C1)C[C@H](C(=O)OC)NC(=O)OC(C)(C)C)C1CCC(CC1)(F)F Methyl (R)-3-(4-((S)-2-amino-2-(4,4-difluorocyclohexyl)acetamido)phenyl)-2-((tert-butoxycarbonyl)amino)propanoate